1-(2-(3-hydroxyazetidin-1-yl)ethyl)-3-(2'-(4-methyl-4H-1,2,4-triazol-3-yl)-[1,1'-biphenyl]-3-yl)-5-(trifluoromethyl)pyridin-2(1H)-one OC1CN(C1)CCN1C(C(=CC(=C1)C(F)(F)F)C=1C=C(C=CC1)C1=C(C=CC=C1)C1=NN=CN1C)=O